tert-butyl 2-bromo-2-(5-(2-methoxyethoxy)-1,3-dimethyl-1H-indazol-7-yl)acetate BrC(C(=O)OC(C)(C)C)C=1C=C(C=C2C(=NN(C12)C)C)OCCOC